2-fluoro-3-(4-methylpyridin-3-yl)phenol FC1=C(C=CC=C1C=1C=NC=CC1C)O